4,6-dihydroxyl-2-cyanoaminopyrimidine OC1=NC(=NC(=C1)O)NC#N